2-(6-(((1R,3S,5S)-1,5-dimethyl-8-azabicyclo[3.2.1]octan-3-yl)(methyl)amino)pyridazin-3-yl)-3,4-difluoro-5-(1-methyl-1H-pyrazol-4-yl)phenol C[C@]12CC(C[C@](CC1)(N2)C)N(C2=CC=C(N=N2)C2=C(C=C(C(=C2F)F)C=2C=NN(C2)C)O)C